FC1(CCC(CC1)CC1=NOC(N1CC=1C(=NC(=CC1)C(F)(F)F)C)=O)F 3-[(4,4-difluorocyclohexyl)methyl]-4-{[2-methyl-6-(trifluoromethyl)pyridin-3-yl]methyl}-4,5-dihydro-1,2,4-oxadiazol-5-one